ClC1=CC=C(CN2C3(CCN(C3)C(=O)NC3=NC=CC=C3)C(N(CC2=O)C(C)C)=O)C=C1 6-(4-chlorobenzyl)-9-isopropyl-7,10-dioxo-N-(pyridin-2-yl)-2,6,9-triazaspiro[4.5]decane-2-carboxamide